5-((1-(2-(2-oxa-5-azabicyclo[2.2.1]heptan-5-yl)pyridin-4-yl)-1H-indazol-6-yl)oxy)-5,6,7,8-tetrahydronaphthalene-1-carbonitrile C12OCC(N(C1)C1=NC=CC(=C1)N1N=CC3=CC=C(C=C13)OC1C=3C=CC=C(C3CCC1)C#N)C2